4-methylaminophenylboronic acid hydrochloride Cl.CNC1=CC=C(C=C1)B(O)O